COC(CCCCCCCC1C(CCCCCCCC)O1)=O trans-9,10-epoxyoctadecanoic acid methyl ester